6-(4-((1-phenylethyl)amino)quinazolin-6-yl)benzo[d]oxazol-2-amine C1(=CC=CC=C1)C(C)NC1=NC=NC2=CC=C(C=C12)C1=CC2=C(N=C(O2)N)C=C1